CC(=O)N[C@@H]1[C@H]([C@@H]([C@H](O[C@H]1O[C@H]2[C@H](O[C@H]([C@@H]([C@H]2O[C@H]3[C@@H]([C@H]([C@@H]([C@H](O3)CO)O)O)NC(=O)C)O)O)CO)CO)O)O The molecule is an amino trisacharide that is beta-D-galacopyranose in which the hydroxy groups at positions 3 and 4 have each been converted into the corresponding 2-acetamido-2-deoxy-beta-D-glucopyranosyl derivative. It is an amino trisaccharide, a member of acetamides and a glucosamine oligosaccharide. It derives from a beta-D-GlcpNAc-(1->4)-beta-D-Galp and a beta-D-GlcpNAc-(1->3)-beta-D-Galp.